1-(3-fluorophenyl)-2-oxo-1,2-dihydropyridine-3-carboxamide FC=1C=C(C=CC1)N1C(C(=CC=C1)C(=O)N)=O